ClC=1N=CC2=C(C=CC(=C2C1)C(C)C)N1CC(C1)CS(=O)(=O)C 3-chloro-5-isopropyl-8-(3-((methylsulfonyl)methyl)azetidine-1-yl)isoquinoline